di-tert-butyl 3-{[(Z)-(1-{2-[(tert-butoxycarbonyl)amino]-1,3-thiazol-4-yl}-2-oxo-2-{[(4S)-3-oxo-1,2-oxazolidin-4-yl]amino}ethylidene)amino]oxy}azetidine-1,3-dicarboxylate C(C)(C)(C)OC(=O)NC=1SC=C(N1)/C(/C(N[C@@H]1C(NOC1)=O)=O)=N/OC1(CN(C1)C(=O)OC(C)(C)C)C(=O)OC(C)(C)C